N1C(OC(C2=C1C=CC=C2)=O)=O 2H-3,1-benzoxazine-2,4(1H)-dione